3-[2-Methoxyvinyl]-2-azabicyclo[3.1.1]heptane-2-carboxylic acid tert-butyl ester C(C)(C)(C)OC(=O)N1C2CC(CC1C=COC)C2